6-(imidazo[1,2-a]pyridine-3-carbonyl)-N-(3-((4-methyl-3-oxopiperazin-1-yl)methyl)-5-(trifluoromethyl)phenyl)-4,5,6,7-tetrahydrothieno[2,3-c]pyridine-3-carboxamide N=1C=C(N2C1C=CC=C2)C(=O)N2CC1=C(CC2)C(=CS1)C(=O)NC1=CC(=CC(=C1)C(F)(F)F)CN1CC(N(CC1)C)=O